C(C1=CC=CC=C1)O[C@H]1C(O)O[C@@H]([C@H]([C@@H]1OCC1=CC=CC=C1)OCC1=CC=CC=C1)C(O)I 2,3,4-tri-O-benzyl-6-iodo-D-glucopyranose